C(C)C=1C=CC=C2C=CC=C(C12)N1CC=2N=C(N=C(C2CC1)[C@@H]1C([C@@H]2CC[C@H](C1)N2)O)OC[C@]21CCCN1C[C@@H](C2)F (1S,3R,5R)-3-(7-(8-ethylnaphthalen-1-yl)-2-(((2R,7aS)-2-fluorotetrahydro-1H-pyrrolizin-7a(5H)-yl)methoxy)-5,6,7,8-tetrahydropyrido[3,4-d]pyrimidin-4-yl)-8-azabicyclo[3.2.1]octan-2-ol